2-(1H-imidazol-1-yl)-5-(3-(1-(piperidin-4-yl)vinyl)-1,2,4-triazin-6-yl)pyridin-4-ol N1(C=NC=C1)C1=NC=C(C(=C1)O)C1=CN=C(N=N1)C(=C)C1CCNCC1